C1(=CCCC1)C1=C2C=CC=C(C2=CC=C1)C1=C(C(=O)N)C=CC(=C1)F (5-(cyclopent-1-en-1-yl)naphthalen-1-yl)-4-fluorobenzamide